ethyl (S)-1-((6-(dimethylamino)-1-((4-(hydroxymethyl)phenyl)amino)-1-oxohexan-2-yl)carbamoyl)cyclobutane-1-carboxylate CN(CCCC[C@@H](C(=O)NC1=CC=C(C=C1)CO)NC(=O)C1(CCC1)C(=O)OCC)C